2-nitro-3-(trifluoromethyl)aniline tert-Butyl-3-(2-acetamidoethyl)-5-(ethylthio)-1H-indole-1-carboxylate C(C)(C)(C)OC(=O)N1C=C(C2=CC(=CC=C12)SCC)CCNC(C)=O.[N+](=O)([O-])C1=C(N)C=CC=C1C(F)(F)F